O[C@]1(CCN(CC12CCCC2)C(=O)N2[C@@H](CNCC2)C2=CC=CC=C2)CN2C=NC(=CC2=O)C2=C(C=CC=C2)C(F)(F)F 3-(((S)-10-Hydroxy-7-((R)-2-phenylpiperazine-1-carbonyl)-7-azaspiro[4.5]decan-10-yl)methyl)-6-(2-(trifluoromethyl)phenyl)pyrimidin-4(3H)-one